FC=1C=CC=C2C(=CNC12)C=1C=C(SC1)C(CC(=O)O)=O 3-(4-(7-fluoro-1H-indol-3-yl)thiophen-2-yl)-3-oxopropanoic acid